di(3-ethyl-3-butenyl) phthalate C(C=1C(C(=O)OCCC(=C)CC)=CC=CC1)(=O)OCCC(=C)CC